N-[(S)-1-(3-cyano-2-hydroxy-5-methoxyphenyl)ethyl]-8-cyclopropyl-4-(4,7-diaza-7-spiro[2.6]nonyl)-6-methyl-1,7-diaza-3-naphthamide C(#N)C=1C(=C(C=C(C1)OC)[C@H](C)NC(=O)C=1C=NC2=C(N=C(C=C2C1N1CCNC2(CC2)CC1)C)C1CC1)O